4-(chloromethyl)-1-(3-fluoro-5-methoxyphenyl)-1H-pyrazole ClCC=1C=NN(C1)C1=CC(=CC(=C1)OC)F